(2,3-epoxypropyl)-meta-xylene C(C1CO1)C1=C(C=CC=C1C)C